octadec-6,9,12-trienoic acid C(CCCCC=CCC=CCC=CCCCCC)(=O)O